[Rh](Cl)(Cl)Cl.C=C.C=C di(ethylene) rhodium chloride